C(C)(C)(C)OC(NC1=C(C=CC=C1)NC(C1=CC=C(C=C1)NC1=NC=CC(=N1)C=1N=NN(C1)C1CCCCC1)=O)=O (2-(4-((4-(1-cyclohexyl-1H-1,2,3-triazol-4-yl)pyrimidin-2-yl)amino)benzamido)phenyl)carbamic acid tert-butyl ester